tert-butyl (2-(ditetradecylamino)-2-oxoethyl)carbamate C(CCCCCCCCCCCCC)N(C(CNC(OC(C)(C)C)=O)=O)CCCCCCCCCCCCCC